CC(CCCCC(=O)O)C(C)C 6,7-dimethyloctanoic acid